The molecule is a 2-oxo monocarboxylic acid anion that is the conjugate base of 2-oxobutanoic acid, obtained by deprotonation of the carboxy group. It has a role as a human metabolite and a Saccharomyces cerevisiae metabolite. It is a 2-oxo monocarboxylic acid anion and a short-chain fatty acid anion. It derives from a butyrate. It is a conjugate base of a 2-oxobutanoic acid. CCC(=O)C(=O)[O-]